C1CCCC2C3CCCCC3=C3C=CC=CC3=C12 decahydrotriphenylene